1-(5-fluoro-2-((3-methoxy-1-((2S,4S)-2-methylpiperidin-4-yl)-1H-pyrazol-4-yl)amino)pyrimidin-4-yl)-1H-indole-4-carbonitrile FC=1C(=NC(=NC1)NC=1C(=NN(C1)[C@@H]1C[C@@H](NCC1)C)OC)N1C=CC=2C(=CC=CC12)C#N